(3S)-3-amino-4-(3-bromo-5-chloro-7-{[(2-fluorophenyl)methyl]amino}thieno[3,2-b]pyridin-2-yl)butan-1-ol N[C@@H](CCO)CC1=C(C2=NC(=CC(=C2S1)NCC1=C(C=CC=C1)F)Cl)Br